tert-butyl N-[5-fluoro-4-iodo-3-[1-(3-isopropoxyphenyl)vinyl]-2-pyridyl]carbamate FC=1C(=C(C(=NC1)NC(OC(C)(C)C)=O)C(=C)C1=CC(=CC=C1)OC(C)C)I